C1(CC1)C1=NC=NC(=C1C1=CNC(=C1)CC1=CC=C(C=C1)C=1N(C=C(N1)C(F)(F)F)CC)OC 3-(4-cyclopropyl-6-methoxypyrimidin-5-yl)5-(4-(1-ethyl-4-(trifluoromethyl)-1H-imidazol-2-yl)benzyl)pyrrole